2H-pyran-2-yl-1-methyl-1H-pyrazole O1C(C=CC=C1)C1=NN(C=C1)C